FC(C=1C=C(C=CC1F)N1C=C(C=2[C@@H](C(CCC12)(F)F)O)C(=O)N)F (S)-1-(3-(difluoromethyl)-4-fluorophenyl)-5,5-difluoro-4-hydroxyl-4,5,6,7-tetrahydro-1H-indole-3-carboxamide